5-methylenepyrrolone C=C1C=CC(N1)=O